NC=1C2=C(N=CN1)N(C(=C2C2=CC(=C(C=C2)N=S(C(F)(F)F)(=O)N2CCC2)F)C2=CC=C(C=C2)NC(C(=C)C)=O)C N-(4-(4-amino-5-(4-((azetidine-1-yl-(oxo)(trifluoromethyl)-λ6-sulfanylidene)amino)-3-fluorophenyl)-7-methyl-7H-pyrrolo[2,3-d]pyrimidin-6-yl)phenyl)methacrylamide